6-(3-(cyclopropylmethoxy)-4-(difluoromethoxy)phenethyl)-2,3-dihydro-1H-inden-1-one C1(CC1)COC=1C=C(CCC2=CC=C3CCC(C3=C2)=O)C=CC1OC(F)F